N1=C(C=CC=C1)CN1CCN(CCN(CCN(CC1)CC1=NC=CC=C1)CC1=NC=CC=C1)CC1=NC=CC=C1 1,4,7,10-tetra(pyridin-2-ylmethyl)-1,4,7,10-tetraazacyclododecane